ethyl 4-formyl-5-hydroxy-6-methoxy-1-benzothiophene-2-carboxylate C(=O)C1=C(C(=CC2=C1C=C(S2)C(=O)OCC)OC)O